butyl 1,4,5,7-tetrahydro-6H-pyrazolo[3,4-c]pyridine-6-carboxylate N1N=CC2=C1CN(CC2)C(=O)OCCCC